FC1=C(CN2C=NN(C2=O)C2=CC(=C(OC=3N=CSC3C(=O)N)C=C2)F)C(=CC=C1)F 4-(4-(4-(2,6-difluorobenzyl)-5-oxo-4,5-dihydro-1H-1,2,4-triazol-1-yl)-2-fluorophenoxy)thiazole-5-carboxamide